C(C)(C)(C)C=1C(=C(C=C(C1)CCC(=O)OC)N1N=C2C(=N1)C=CC=C2)O 2-[3-tert-butyl-5-(2-methoxycarbonylethyl)-2-hydroxyphenyl]-2H-benzotriazole